ClC=1C=CC(=C(C1)CC(=O)NC1=CC(=NC=C1)NC(C(C)(C)C)=O)O N-[4-[[2-(5-Chloro-2-hydroxy-phenyl)acetyl]amino]-2-pyridyl]-2,2-dimethyl-propanamide